C(C)N(C1=CC(=CC(=N1)CN(C(OC(C)(C)C)=O)C)B1OC(C(O1)(C)C)(C)C)CC tert-butyl ((6-(diethylamino)-4-(4,4,5,5-tetramethyl-1,3,2-dioxaborolan-2-yl)pyridin-2-yl)methyl)(methyl)carbamate